(2R,3S,5R)-5-(6-amino-9H-purin-9-yl)-2-ethynyl-2-(hydroxymethyl)tetrahydrofuran-3-ol NC1=C2N=CN(C2=NC=N1)[C@H]1C[C@@H]([C@](O1)(CO)C#C)O